2-methoxy-5-(4-(piperazin-1-yl)pyrido[3,2-d]pyrimidin-6-ylpyridin-3-yl)benzenesulfonamide trifluoroacetate FC(C(=O)O)(F)F.COC1=C(C=C(C=C1)C=1C(=NC=CC1)C=1C=CC=2N=CN=C(C2N1)N1CCNCC1)S(=O)(=O)N